2-(((2-bromo-[1,1'-biphenyl]-3-yl)methyl)thio)-4,6-dimethoxypyrimidine-5-carbaldehyde BrC1=C(C=CC=C1CSC1=NC(=C(C(=N1)OC)C=O)OC)C1=CC=CC=C1